N1(CCCCC1)C(=NC(C1=CC=CC=C1)C(N=C(N1CCCCC1)N1CCCCC1)C1=CC=CC=C1)N1CCCCC1 N,N'-bis(dipiperidinylmethylene)-(1S,2S)-diphenylethylenediamine